ethyl 3-(2-methoxyquinolin-5-yl)-4-(trifluoromethyl)-1,2-thiazole-5-carboxylate COC1=NC2=CC=CC(=C2C=C1)C1=NSC(=C1C(F)(F)F)C(=O)OCC